C1(CC1)N1N=C(C(=C1NC(CC(C(F)(F)F)(C)C)=O)C)C1CC(C1)(F)F N-(1-cyclopropyl-3-(3,3-difluorocyclobutyl)-4-methyl-1H-pyrazol-5-yl)-4,4,4-trifluoro-3,3-dimethylbutanamide